OCC1CC(C1)N1C(C2=C(C=CC=C2C=C1)C)=O 2-(3-(hydroxymethyl)cyclobutyl)-8-methylisoquinolin-1(2H)-one